P(=O)(O)(O)O.CC=1C(=C(C=CC1)C)C.CC=1C(=C(C=CC1)C)C.CC=1C(=C(C=CC1)C)C tri(trimethylbenzene) phosphate